1-(6-fluoro-1-methyl-[1,2,4]triazolo[4,3-a]quinazolin-5-yl)-6-(4,4,4-trifluoro-3,3-dimethylbut-1-yn-1-yl)-1,2,3,5-tetrahydropyrido[4,3-e][1,4]oxazepine FC1=C2C(=NC=3N(C2=CC=C1)C(=NN3)C)N3CCOCC1=C3C=CN=C1C#CC(C(F)(F)F)(C)C